1-[3-(5-chloro-1H-1,3-benzodiazol-2-yl)-5-(3-fluoro-5-methylphenyl)-2-(piperazin-1-yl)pyridin-4-yl]piperidin-4-amine ClC1=CC2=C(NC(=N2)C=2C(=NC=C(C2N2CCC(CC2)N)C2=CC(=CC(=C2)C)F)N2CCNCC2)C=C1